3-methyl-1,2-cyclopentanedione CC1C(C(CC1)=O)=O